CN(S(=O)(=O)C)[Si](C)(C)C N-methyl-N-(trimethylsilyl)-methanesulfonamide